(S)-3-(3-(4-hydroxy-1-methyl-2-oxo-1,2-dihydropyridin-3-yl)ureido)-3-(5-(trifluoromethoxy)biphenyl-3-yl)propionic acid OC1=C(C(N(C=C1)C)=O)NC(N[C@@H](CC(=O)O)C=1C=C(C=C(C1)OC(F)(F)F)C1=CC=CC=C1)=O